OC=1C=C(C=CC1)C(CN(CC1=CC=CC=C1)C)=O 1-(3-hydroxyphenyl)-2-[methyl-(phenylmethyl)amino]ethanone